FC(C1=NC=C(C(=C1)C1=CC(=NC=C1C(=O)NC1=NC(=NS1)N1CC2N(C(C1)C2)C)N2C(C(=CC=C2)F)=O)OC)F 2''-(difluoromethyl)-3-fluoro-5''-methoxy-N-(3-(6-methyl-3,6-diazabicyclo[3.1.1]heptane-3-yl)-1,2,4-thiadiazol-5-yl)-2-oxo-2H-[1,2':4',4''-terpyridin]-5'-carboxamide